N,N-bis(3-aminopropyl)methylamine propanesulfonate C(CC)S(=O)(=O)O.NCCCN(CCCN)C